CC1(CC1)NC(O[C@H]1CO[C@H](C1)C=1C=NC(=NC1)NC1=CC=C(C=C1)S(N)(=O)=O)=O |o1:7,10| rel-(3R,5R)-5-{2-[(4-sulfamoylphenyl)amino]pyrimidin-5-yl}oxolan-3-yl N-(1-methylcyclopropyl)carbamate